tert-butyl (2-(((tert-butoxycarbonyl)oxy)methyl)-5-chlorothieno[3,2-b]pyridin-7-yl)(furan-2-ylmethyl)carbamate C(C)(C)(C)OC(=O)OCC1=CC2=NC(=CC(=C2S1)N(C(OC(C)(C)C)=O)CC=1OC=CC1)Cl